O1COCC2C1C1=CC=CC=C1C2 4,4a,5,9b-tetrahydro-indeno[1,2-d]-1,3-dioxin